3-fluoro-4-methoxybenzyl-(3-((2-hydroxy-2-methylpropyl)carbamoyl)-4-morpholinophenyl)-carbamic acid tert-butyl ester C(C)(C)(C)OC(N(C1=CC(=C(C=C1)N1CCOCC1)C(NCC(C)(C)O)=O)CC1=CC(=C(C=C1)OC)F)=O